C(C)OC(=O)C=1C(=NC2=CC(=C(C=C2C1O)F)Cl)SCC 7-chloro-2-(ethylsulfanyl)-6-fluoro-4-hydroxyquinoline-3-carboxylic acid ethyl ester